CC=1NC=2C(=NC=CC2)N1 2-methyl-1H-imidazo[4,5-b]pyridin